ClC=1C=C(O[C@H]2C=3N(CCC2)N=C(N3)NC3[C@H]2CN(C[C@@H]3CC2)C2=CN=NC(=C2)OC)C=C(C1)F (R)-8-(3-chloro-5-fluorophenoxy)-N-((1R,5S,8s)-3-(6-methoxypyridazin-4-yl)-3-azabicyclo[3.2.1]oct-8-yl)-5,6,7,8-tetrahydro-[1,2,4]triazolo[1,5-a]pyridin-2-amine